tert-butyl (5-(4,4,5,5-tetramethyl-1,3,2-dioxaborolan-2-yl)-1-(4-(trifluoromethyl)phenyl)-1,2,3,4-tetrahydroquinolin-3-yl)carbamate CC1(OB(OC1(C)C)C1=C2CC(CN(C2=CC=C1)C1=CC=C(C=C1)C(F)(F)F)NC(OC(C)(C)C)=O)C